1-((1H-indol-3-yl)methyl)-6,7-dimethoxy-3,4-di-hydroisoquinoline-2(1H)-formaldehyde N1C=C(C2=CC=CC=C12)CC1N(CCC2=CC(=C(C=C12)OC)OC)C=O